1-cyclopropylcyclopropanol C1(CC1)C1(CC1)O